1-tert-butoxyvinyloxy-tert-butyl-dimethylsilane C(C)(C)(C)OC(=C)O[Si](C)(C)C(C)(C)C